1-(3-(benzo[d][1,3]dioxol-5-yl)-6-(3-methoxypropyl)pyrazin-2-yl)azetidine-3-carboxylic acid O1COC2=C1C=CC(=C2)C=2C(=NC(=CN2)CCCOC)N2CC(C2)C(=O)O